1-(2'-bromo-5-(tert-butyl)-2-(methoxymethoxy)-5'-(octyloxy)-[1,1'-biphenyl]-3-yl)adamantane BrC1=C(C=C(C=C1)OCCCCCCCC)C1=C(C(=CC(=C1)C(C)(C)C)C12CC3CC(CC(C1)C3)C2)OCOC